2-(4-methylphenyl)-2-dimethylamino-1-(4-morpholinophenyl)-1-butanone CC1=CC=C(C=C1)C(C(=O)C1=CC=C(C=C1)N1CCOCC1)(CC)N(C)C